(1S,2S)-N-(6-((S)-1-cyanospiro[2.2]pentan-1-yl)isoquinolin-3-yl)-2-(1-methyl-1H-pyrazol-3-yl)cyclopropane-1-carboxamide C(#N)[C@]1(CC12CC2)C=2C=C1C=C(N=CC1=CC2)NC(=O)[C@@H]2[C@H](C2)C2=NN(C=C2)C